ClC1=C(C(=CC=C1)F)C1=NOC(=C1CO)C=1C=NN(C1C(F)(F)F)CC(C)(O)C 1-{4-[3-(2-chloro-6-fluorophenyl)-4-(hydroxymethyl)-1,2-oxazol-5-yl]-5-(trifluoromethyl)-1H-pyrazol-1-yl}-2-methylpropan-2-ol